CC1=CC=CC(=N1)NC=1OC(=CN1)C(=O)O 2-((6-methylpyridin-2-yl)amino)oxazole-5-carboxylic acid